2-(6-chloro-2-methoxypyrimidin-4-yl)-1-(difluoromethyl)-4-(methoxymethyl)-2-azabicyclo[2.1.1]Hexane ClC1=CC(=NC(=N1)OC)N1C2(CC(C1)(C2)COC)C(F)F